2-propyladenosine C(CC)C=1N=C(C=2N=CN([C@H]3[C@H](O)[C@H](O)[C@@H](CO)O3)C2N1)N